1-[(E)-[(2,4-difluorophenyl)thio]methylidene]hydrazine FC1=C(C=CC(=C1)F)S\C=N\N